7-fluorobenzo[d]oxazole FC1=CC=CC=2N=COC21